CC1(C=CCC(N1)(C)C)C tetramethyl-1,2,3,6-tetrahydropyridin